OCCCOC=1C=C2C(=NC=NN2C1)C1=CC(=C(C=C1)CNC(OC(C)(C)C)=O)C tert-butyl N-[[4-[6-(3-hydroxypropoxy)pyrrolo[2,1-f][1,2,4]triazin-4-yl]-2-methyl-phenyl]methyl]carbamate